(1R,3S,4S)-2-[(tert-butyloxy)carbonyl]-2-azabicyclo[2.2.2]octane-3-carboxylic acid C(C)(C)(C)OC(=O)N1C2CCC([C@H]1C(=O)O)CC2